2,6-diamino-4,8-dibromo-3,7-dihydroxy-1,5-naphthyridine NC1=NC2=C(C(=C(N=C2C(=C1O)Br)N)O)Br